C(=O)C=1C(=NC=CC1)CC#N FORMYL-2-PYRIDINEACETONITRILE